C(N)([O-])=O.[NH4+] Ammonium carbamat